t-octylperoxy sec-butyl monocarbonate C(OOOC(C)(C)CC(C)(C)C)(OC(C)CC)=O